2-{[(4-methylbenzene-1-sulfonyl)oxy]methyl}butyl 4-methylbenzene-1-sulfonate CC1=CC=C(C=C1)S(=O)(=O)OCC(CC)COS(=O)(=O)C1=CC=C(C=C1)C